3-bromo-1,1':4',1''-terphenyl-2,4,5,6,2',3',5',6',2'',3'',4'',5'',6''-d13 BrC1=C(C(=C(C(=C1[2H])[2H])[2H])C1=C(C(=C(C(=C1[2H])[2H])C1=C(C(=C(C(=C1[2H])[2H])[2H])[2H])[2H])[2H])[2H])[2H]